1-(tert-butyl)-N-((2,4-dimethylbenzyl)oxy)-4-(3-(trifluoromethyl)benzoyl)-1H-pyrazole-5-carboxamide C(C)(C)(C)N1N=CC(=C1C(=O)NOCC1=C(C=C(C=C1)C)C)C(C1=CC(=CC=C1)C(F)(F)F)=O